N-benzyl-N-(5-(4-fluorophenyl)-1,2,4-oxadiazol-3-yl)-3-phenylpropiolamide C(C1=CC=CC=C1)N(C(C#CC1=CC=CC=C1)=O)C1=NOC(=N1)C1=CC=C(C=C1)F